2-[(5-methyl-2-thienyl)sulfonyl]-5,6-dihydro-4H-pyrrolo[3,4-c]Pyrazole CC1=CC=C(S1)S(=O)(=O)N1N=C2C(=C1)CNC2